N-(6-((2-Fluorophenyl)amino)-1H-indazol-3-yl)-4-((1-methylpiperidin-3-yl)oxy)benzamid FC1=C(C=CC=C1)NC1=CC=C2C(=NNC2=C1)NC(C1=CC=C(C=C1)OC1CN(CCC1)C)=O